(R)-1-(4-methoxyphenyl)-N-(1-methylpiperidin-3-yl)-7,8-dihydro-5H-pyrano[3,4-d]pyridazin-4-amine COC1=CC=C(C=C1)C1=C2C(=C(N=N1)N[C@H]1CN(CCC1)C)COCC2